P(=O)(OC(C)CCCC)(OC(C)CCCC)OC1=CC=CC=C1 di-(2-hexyl) phenyl phosphate